C(#N)C1=CC=C(C=C1)C1CCN(CC1)C(=O)C=1C(=C(C(=O)O)C=CC1)C (4-(4-cyanophenyl)piperidine-1-carbonyl)-2-methylbenzoic acid